N-(4-tert-butyl-benzyl)-N-methyl-1-naphthoamide C(C)(C)(C)C1=CC=C(CN(C(=O)C2=CC=CC3=CC=CC=C23)C)C=C1